C1(=CC(=CC=C1)C[C@@H]1C=2C(N(CNC2CC[C@@H]1NS(=O)(=O)C1CC1)C(C)C)=O)C1=CC=CC=C1 |r| rac-N-[(5R,6S)-5-[([1,1'-biphenyl]-3-yl)methyl]-4-oxo-3-(propan-2-yl)-1,2,3,4,5,6,7,8-octahydroquinazolin-6-yl]cyclopropanesulfonamide